N-((2R,4r,6S)-2,6-dipropyltetrahydro-2H-pyran-4-yl)-2-oxo-6-(trifluoromethyl)-1,2-dihydropyridine-3-carboxamide C(CC)[C@H]1O[C@H](CC(C1)NC(=O)C=1C(NC(=CC1)C(F)(F)F)=O)CCC